C(C)(=O)O[C@H](C)C1=CC=CC=C1 |r| (+-)-1-PHENYLETHYL ACETATE